Methyl (2RS)-2-(3-fluorophenyl)-2-(6-iodoindazol-2-yl)acetate FC=1C=C(C=CC1)[C@H](C(=O)OC)N1N=C2C=C(C=CC2=C1)I |r|